BrC1=CC(=C(C=C1)N1CCOCC1)C(F)F 4-[4-Bromo-2-(difluoromethyl)phenyl]morpholine